2,6-diazabicyclo[3.2.0]heptan C12NCCC2NC1